COC1=C(NCC#C)C=C(C=C1)OC 2,5-dimethoxy-N-prop-2-ynyl-aniline